COC=1C=CC=2N(C(N=CC2N1)=O)C 6-methoxy-1-methylpyrido[3,2-d]pyrimidin-2(1H)-one